FC1=C(C(=CC=C1F)OC)COC=1C(=CC(=C(C1)N1ON(C2=C(O1)C(=NN2C)C(=O)O)C)F)OC 5-{5-[(2,3-difluoro-6-methoxyphenyl)methoxy]-2-fluoro-4-methoxyphenyl}-1,7-dimethyl-4,6-dioxapyrazolo[3,4-d]pyrimidine-3-carboxylic acid